ClC=1C(=CC2=C(C[C@@](O2)([C@H]2NCCC2)C2=CC=CC=C2)C1C=1C(=CC2=C(OCCO2)C1F)C(=O)N)C (S)-7-((S)-5-Chloro-6-methyl-2-phenyl-2-((S)-pyrrolidin-2-yl)-2,3-dihydrobenzofuran-4-yl)-8-fluoro-2,3-dihydrobenzo[b][1,4]dioxine-6-carboxamide